CC(CCC(CC)C1=C(C(=O)O)C=CC(=C1)N)C1=C(C(=O)O)C=CC(=C1)N.C(#N)C=1C(=CNC1)NC(CC)=O N-(4-cyano-1H-pyrrol-3-yl)propanamide Heptane-2,5-diyl-bis(4-aminobenzoate)